amino-6,N6-dimethyl-adenosine N[C@@]1([C@H](O)[C@H](O)[C@@H](CO)O1)N1CN=C2C(NC)(N=CN=C12)C